FC1C(CCC1=O)=O fluoro-1,3-cyclopentanedione